3-((3-((4-(3-(3-amino-5-(4-amino-4-methylpiperidin-1-yl)pyrazin-2-yl)-2-chlorophenyl)piperazin-1-yl)methyl)phenyl)amino)piperidine-2,6-dione NC=1C(=NC=C(N1)N1CCC(CC1)(C)N)C=1C(=C(C=CC1)N1CCN(CC1)CC=1C=C(C=CC1)NC1C(NC(CC1)=O)=O)Cl